NC=1C(=C(C(=O)OC)C=CN1)O[C@@H]1COCC1 methyl (S)-2-amino-3-((tetrahydrofuran-3-yl)oxy)isonicotinate